2-(3-fluoro-5-methoxyphenyl)-4,4,5,5-tetramethyl-1,3,2-dioxaborolane FC=1C=C(C=C(C1)OC)B1OC(C(O1)(C)C)(C)C